6-benzyl-3-(2-chlorobenzyl)-2,3,4,6-tetrahydropyrido[3,4-c][1,8]naphthyridine-5(1H)-one C(C1=CC=CC=C1)N1C(C2=C(C=3C=CC=NC13)CCN(C2)CC2=C(C=CC=C2)Cl)=O